(S)-1-((5-((3-carbamoyl-benzyl)oxy)-7-((2-methyl-[1,1'-biphenyl]-3-yl)methoxy)-2,3-dihydro-1H-inden-4-yl)methyl)piperidine-2-carboxylic acid C(N)(=O)C=1C=C(COC=2C(=C3CCCC3=C(C2)OCC=2C(=C(C=CC2)C2=CC=CC=C2)C)CN2[C@@H](CCCC2)C(=O)O)C=CC1